C12CN(CC2C1)CC1=C(C=C(N)C=C1F)F 4-{3-azabicyclo[3.1.0]hexan-3-ylmethyl}-3,5-difluoroaniline